N-[4-(2-chlorophenyl)thiazol-2-yl]-2-methyl-pyrimidine-5-carboxamide ClC1=C(C=CC=C1)C=1N=C(SC1)NC(=O)C=1C=NC(=NC1)C